2-[5-bromo-4-(4-fluorophenyl)-2-(trifluoromethyl)-1H-imidazol-1-yl]Acetyl-piperazine BrC1=C(N=C(N1CC(=O)N1CCNCC1)C(F)(F)F)C1=CC=C(C=C1)F